NC=1C=2N(C3=CC(=C(C=C3N1)Br)C(=O)OC)C=NC2 Methyl 4-amino-7-bromoimidazo[1,5-a]quinoxaline-8-carboxylate